NC1=NC=2C=C(C=CC2C2=C1N=C(N2CCN(C)C)CCCC)CC(=O)OC Methyl 2-(4-amino-2-butyl-1-(2-(dimethylamino)ethyl)-1H-imidazo[4,5-c]quinolin-7-yl)acetate